BrC=1C2=C(C=3C(=NC(=NC3C1F)SCC)OCC[Si](C)(C)C)COC2 6-Bromo-3-(ethylthio)-5-fluoro-1-(2-(trimethylsilyl)ethoxy)-7,9-dihydrofuro[3,4-f]quinazoline